NC1=C(C#N)C=CC=C1C(C)C 2-amino-3-isopropylbenzonitrile